OCC1=NN(C=2C(N(CCOC21)C2=C(C=C(C=C2)C=2N=CC1=C(N2)C=CC(=N1)C(F)(F)F)C)=O)C 3-(hydroxymethyl)-1-methyl-7-(2-methyl-4-(6-(trifluoromethyl)-pyrido-[3,2-d]pyrimidin-2-yl)phenyl)-6,7-dihydro-1H-pyrazolo[3,4-f][1,4]oxazepin-8(5H)-one